4-amino-N'-(2,2-difluoroacetyl)-N',1-dimethyl-N-[[5-(trifluoromethyl)-2-pyridyl]methyl]pyrazolo[4,3-c]quinoline-8-carbohydrazide NC1=NC=2C=CC(=CC2C2=C1C=NN2C)C(=O)N(N(C)C(C(F)F)=O)CC2=NC=C(C=C2)C(F)(F)F